4-(4-(ethylamino)piperidin-1-yl)-N-(8-fluoro-7-methoxy-2-methylimidazo[1,2-a]pyridin-6-yl)-2-methylbenzofuran-7-carboxamide 2,2,2-trifluoroacetate FC(C(=O)O)(F)F.C(C)NC1CCN(CC1)C1=CC=C(C2=C1C=C(O2)C)C(=O)NC=2C(=C(C=1N(C2)C=C(N1)C)F)OC